5-(2-fluoropropan-2-yl)-1,3,4-oxadiazole FC(C)(C)C1=NN=CO1